Thiazolo[5,4-c]pyridine-7-carboxylic acid N1=CSC=2C=NC=C(C21)C(=O)O